tert-Butyl {(2R)-1-[4-(6-fluoroimidazo[1,2-b]pyridazin-3-yl)phenoxy]propan-2-yl}carbamate FC=1C=CC=2N(N1)C(=CN2)C2=CC=C(OC[C@@H](C)NC(OC(C)(C)C)=O)C=C2